2-(methylsulfonyl)-4-(methylsulfanyl)imidazo[2,1-f][1,2,4]triazine CS(=O)(=O)C1=NN2C(C(=N1)SC)=NC=C2